3-[4-[4-[[4-(3-Aminocyclobutyl)piperazin-1-yl]methyl]-1-piperidyl]-5-fluoro-3-methyl-2-oxo-benzimidazol-1-yl]piperidine-2,6-dione NC1CC(C1)N1CCN(CC1)CC1CCN(CC1)C1=C(C=CC=2N(C(N(C21)C)=O)C2C(NC(CC2)=O)=O)F